Benzyl tert-butyl pentane-1,3-dicarbamate C(CC(CC)NC(=O)OC(C)(C)C)NC(=O)OCC1=CC=CC=C1